ethyl Nα-(L-glutaminyl)-1-methyl-D-tryptophanate hydrochloride Cl.N[C@@H](CCC(N)=O)C(=O)N[C@H](CC1=CN(C2=CC=CC=C12)C)C(=O)OCC